(S)-N-((S)-1-(4-chlorophenyl)-3-((2,2,6,6-tetramethylpiperidin-4-yl)amino)propan-2-yl)-2-(2-fluoro-[1,1'-biphenyl]-4-yl)propanamide ClC1=CC=C(C=C1)C[C@@H](CNC1CC(NC(C1)(C)C)(C)C)NC([C@@H](C)C1=CC(=C(C=C1)C1=CC=CC=C1)F)=O